O1C(=CC=C1)CNC1=NC(=NC(=C1)N1CCNCC1)NC=1SC(=C(N1)C)C(=O)OCC 2-[[4-[(2-furylmethyl)amino]-6-(1-piperazinyl)-2-pyrimidinyl]amino]-4-methyl-5-thiazolecarboxylic acid, ethyl ester